3-bromo-4-chlorothieno[3,2-c]pyridine-7-carbonitrile BrC1=CSC2=C1C(=NC=C2C#N)Cl